FC1=C(C=CC=C1)C1=CC=C(C=C1)C(=O)OC fluoro-4'-(methoxycarbonyl)-[1,1'-biphenyl]